N-(2-acetyl-4-methyl-5-oxo-7,8-dihydro-6H-pyrazolo[1,5-a][1,3]diazepin-6-yl)-1-benzyl-1,2,4-triazole-3-carboxamide C(C)(=O)C1=NN2C(N(C(C(CC2)NC(=O)C2=NN(C=N2)CC2=CC=CC=C2)=O)C)=C1